NCC1(CCC(C=2C=CC=NC12)(C(=O)NCC1=C(C(=CC=C1)C(F)(F)F)Cl)F)O 8-(aminomethyl)-N-(2-chloro-3-(trifluoromethyl)benzyl)-5-fluoro-8-hydroxy-5,6,7,8-tetrahydroquinoline-5-carboxamide